N(=NN)N azodiamine